ClC1=C(C=CC=C1C=1C=C2N(C=C(N(C2=O)CCN2C(CC(C2)O)C(=O)O)C)C1)C1=C(C(=CC=C1)C=1C=C2N(C=C(N(C2=O)CCN2C(CC(C2)O)C(=O)O)C)C1)Cl 1'-(((2,2'-dichloro-[1,1'-biphenyl]-3,3'-diyl)bis(3-methyl-1-oxopyrrolo[1,2-a]pyrazine-7,2(1H)-diyl))bis(ethane-2,1-diyl))bis(4-hydroxypyrrolidine-2-carboxylic acid)